1-(cyclopropylmethoxy)-3,4-difluoro-2-((4-fluoro-2-methoxy-5-nitrophenoxy)methyl)benzene C1(CC1)COC1=C(C(=C(C=C1)F)F)COC1=C(C=C(C(=C1)[N+](=O)[O-])F)OC